dimethyl (di-t-butylmethylene)malonate C(C)(C)(C)C(C(C)(C)C)=C(C(=O)OC)C(=O)OC